(5-fluoro-2-((1-(1-methylpiperidin-4-yl)-1H-pyrazol-4-yl)amino)pyrimidin-4-yl)benzoic acid FC=1C(=NC(=NC1)NC=1C=NN(C1)C1CCN(CC1)C)C1=C(C(=O)O)C=CC=C1